N1C(=NC=2C=NC=CC21)C(=O)N imidazo[4,5-c]Pyridine-2-carboxamide